2-[(2-Phenyl)phenoxy]ethanol C1(=CC=CC=C1)C1=C(OCCO)C=CC=C1